NC1=NC=2C=CC=CC2C2=C1N=C(N2CC(C)(O)C)COCC 1-[4-Amino-2-(ethoxymethyl)-1H-imidazo[4,5-c]chinolin-1-yl]-2-methylpropan-2-ol